N[C@@H]1[C@@H](OCC12CCN(CC2)C2=NC1=C(C=3N2C=CN3)C(=CN1CO)C1=C(C(=NC=C1)NC)Cl)C (5-((3S,4S)-4-amino-3-methyl-2-oxa-8-azaspiro[4.5]decan-8-yl)-9-(3-chloro-2-(methylamino)pyridin-4-yl)-7H-imidazo[1,2-c]pyrrolo[3,2-e]pyrimidin-7-yl)methanol